(4-(4-Aminopyrrolo[2,1-f][1,2,4]triazin-7-yl)cyclohex-3-en-1-yl)carbamic acid tert-butyl ester C(C)(C)(C)OC(NC1CC=C(CC1)C1=CC=C2C(=NC=NN21)N)=O